1-((4-(3-iodo-4-methoxybenzamido)phenyl)sulfonyl)piperazine-2-carboxamide IC=1C=C(C(=O)NC2=CC=C(C=C2)S(=O)(=O)N2C(CNCC2)C(=O)N)C=CC1OC